ClC1=CC2=C(O[C@@H](CN(S2(=O)=O)CC=2C=C(C=C3CCCC23)[C@@H](CC(=O)O)C2=C(C3=C(N(N=N3)C)C=C2)C)CC)C=C1F (3R)-3-(7-{[(4R)-8-chloro-4-ethyl-7-fluoro-1,1-dioxo-3,4-dihydro-2H-5,1,2-benzoxathiazepin-2-yl]methyl}-2,3-dihydro-1H-inden-5-yl)-3-(1,4-dimethyl-1H-benzotriazol-5-yl)propanoic acid